rel-6-isopropoxy-N-(6-methoxypyrazolo[1,5-a]pyrimidin-3-yl)-2-((1S,4S)-1-methyl-2-oxabicyclo[2.2.1]hept-4-yl)-2H-indazole-5-carboxamide C(C)(C)OC=1C(=CC2=CN(N=C2C1)[C@@]12CO[C@@](CC1)(C2)C)C(=O)NC=2C=NN1C2N=CC(=C1)OC |o1:13,16|